FC=1C=C2C(=NC1)NC=C2C2=CC=1N(C=C2)N=CC1C(=O)NC1CCN(CC1)C 5-(5-fluoro-1H-pyrrolo[2,3-b]pyridin-3-yl)-N-(1-methylpiperidin-4-yl)pyrazolo[1,5-a]pyridine-3-carboxamide